C(C)(C)(C)C1=C(C(=CC(=C1)CN(C)C)C(C)(C)C)O 2,6-di-tert-butyl-4-(N,N-dimethylaminomethyl)phenol